C(C)(C)(C)OC(=O)N1CC2(C1)CC(CC2)N2CC1=C(C=C(C=C1CC2)C(=O)OC)F methyl 2-(2-tert-butoxycarbonyl-2-azaspiro[3.4]octan-6-yl)-8-fluoro-3,4-dihydro-1H-isoquinoline-6-carboxylate